(3R)-3-[(1S)-2-tert-butoxy-1-[[3-[(2,2-difluoro-1,3-benzodioxol-5-yl)methoxy]phenyl]methyl]-2-oxoethyl]pyrrolidine-1-carboxylic acid tert-butyl ester C(C)(C)(C)OC(=O)N1C[C@H](CC1)[C@@H](C(=O)OC(C)(C)C)CC1=CC(=CC=C1)OCC1=CC2=C(OC(O2)(F)F)C=C1